N-(5-bromo-6-methylpyridin-2-yl)-2-chloro-3-methylbenzenesulfonamide BrC=1C=CC(=NC1C)NS(=O)(=O)C1=C(C(=CC=C1)C)Cl